ClC=1N=CC2=C(C=CC(=C2C1)C(C)C)N1CC(C1)CI 3-chloro-8-[3-(iodomethyl)azetidin-1-yl]-5-(propan-2-yl)isoquinoline